7-methoxy-2,2-dimethylhexahydropyrano[3,2-d][1,3]dioxine COC1CC2OC(OCC2OC1)(C)C